3-chloro-5-(3-chlorophenyl)pyridin ClC=1C=NC=C(C1)C1=CC(=CC=C1)Cl